FC=1C=C(C=C2C=C(C=NC12)C=1N=CN(C1C)C1OCCCC1)B1OC(C(O1)(C)C)(C)C 8-fluoro-3-(5-methyl-1-(tetrahydro-2H-pyran-2-yl)-1H-imidazol-4-yl)-6-(4,4,5,5-tetramethyl-1,3,2-dioxaborolan-2-yl)quinoline